BrCC(CCBr)O 1,4-dibromo-2-butyl alcohol